2-fluoro-N-((2R)-1-(4-(4-methoxyphenyl)-2-methyl-1-oxo-2,8-diazaspiro-[4.5]decan-8-yl)-3-methyl-1-oxobutan-2-yl)-5-(trifluoromethyl)benzamide FC1=C(C(=O)N[C@@H](C(=O)N2CCC3(C(CN(C3=O)C)C3=CC=C(C=C3)OC)CC2)C(C)C)C=C(C=C1)C(F)(F)F